4,4,4-trifluoro-3,3-dimethyl-butanoic acid FC(C(CC(=O)O)(C)C)(F)F